N-(5-(2-(3,3-dimethylazetidin-1-yl)acetamido)-2-methylpyridin-3-yl)-2-(1-(1,1-dioxidothietan-3-yl)-1H-pyrazol-4-yl)pyrazolo[5,1-b]thiazole-7-carboxamide CC1(CN(C1)CC(=O)NC=1C=C(C(=NC1)C)NC(=O)C=1C=NN2C1SC(=C2)C=2C=NN(C2)C2CS(C2)(=O)=O)C